ClC=1N=NC=CC1C1=NNC2=NC(=CN=C21)C2CC(C1(C2)CCNCC1)N 3-(3-(3-chloropyridazin-4-yl)-1H-pyrazolo[3,4-b]pyrazin-6-yl)-8-azaspiro[4.5]decan-1-amine